(1S,2S,5R)-6,6-dichloro-3-azabicyclo[3.1.0]hexane-2-carboxylic acid tert-butyl ester C(C)(C)(C)OC(=O)[C@@H]1[C@H]2C([C@H]2CN1)(Cl)Cl